BrC=1C(=C2C(=CC1)C(NCC21CC1)=O)F 6-bromo-5-fluoro-spiro[2,3-dihydroisoquinoline-4,1'-cyclopropane]-1-one